C(C#C)OC1=CC2=C(N=C(S2)N2C([C@H]3[C@H]4C=C[C@@H]([C@H]3C2=O)C4)=O)C=C1 (1R,2S,6R,7S)-4-(6-prop-2-ynoxy-1,3-benzothiazol-2-yl)-4-azatricyclo[5.2.1.02,6]dec-8-ene-3,5-dione